N-(3-chloro-2-fluorophenylmethyl)-2-((2-fluoroethyl)amino)acetamide Magnesium [Mg].ClC=1C(=C(C=CC1)CNC(CNCCF)=O)F